C(#N)N1CC=2N=C(N=C(C2C1)C1=CC(=CC=C1)C#N)NC(C)=O N-(6-cyano-4-(3-cyanophenyl)-6,7-dihydro-5H-pyrrolo[3,4-d]pyrimidin-2-yl)acetamide